2-amino-9-((2r,3s,4r,5s)-4-fluoro-3-hydroxy-5-((S)-1-hydroxypropyl)tetrahydrofuran-2-yl)-7-(prop-2-yn-1-yl)-7,9-dihydro-1H-purine-6,8-dione NC=1NC(C=2N(C(N(C2N1)[C@@H]1O[C@H]([C@@H]([C@H]1O)F)[C@H](CC)O)=O)CC#C)=O